2-aminopyridineAt NC1(NC=CC=C1)C(=O)[O-]